The molecule is an isoquinoline alkaloid that is the biaryl resulting from substitution of the hydrogen at the 5-position of (1R,3R)-1,3-dimethyl-1,2,3,4-tetrahydroisoquinolin-8-ol by a 5-hydroxy-4-methoxy-2-methylnaphthalen-1-yl group. It is a naphthylisoquinoline alkaloid isolated from the roots and stem barks of Triphyophyllum peltatum and exhibits antimalarial activity. It has a role as an antimalarial, an antiplasmodial drug and a metabolite. It is an isoquinoline alkaloid, an aromatic ether, a member of naphthols, a member of methylnaphthalenes, a methoxynaphthalene, a member of isoquinolines and a biaryl. C[C@@H]1CC2=C(C=CC(=C2[C@H](N1)C)O)C3=C4C=CC=C(C4=C(C=C3C)OC)O